N1C[C@H](CCC1)NC1=NC=C(C(=N1)C1=CNC=2C(N(C=CC21)C=2SC=CN2)=O)C(F)(F)F 3-(2-{[(3S)-piperidin-3-yl]amino}-5-(trifluoromethyl)pyrimidin-4-yl)-6-(1,3-thiazol-2-yl)-1H,6H,7H-pyrrolo[2,3-c]pyridin-7-one